4-((4-(2-Chlorophenoxy)phenyl)amino)-N-(4-(4-methylpiperazin-1-yl)phenyl)-2-oxo-1,2-dihydropyridine-3-carboxamide ClC1=C(OC2=CC=C(C=C2)NC2=C(C(NC=C2)=O)C(=O)NC2=CC=C(C=C2)N2CCN(CC2)C)C=CC=C1